tris(2,4-bis(3-ethylpentan-3-yl)phenyl)phosphite C(C)C(CC)(CC)C1=C(C=CC(=C1)C(CC)(CC)CC)OP(OC1=C(C=C(C=C1)C(CC)(CC)CC)C(CC)(CC)CC)OC1=C(C=C(C=C1)C(CC)(CC)CC)C(CC)(CC)CC